CC1=C(C=CC=C1NC(=O)C1=CC(=C(C=N1)CNC(C(=O)O)C(=O)O)C1CC1)C1=C(C(=CC=C1)NC(=O)C1=CC(=C(C=N1)CNC(C(=O)O)C(=O)O)C1CC1)C 2,2'-((((((2,2'-dimethyl-[1,1'-biphenyl]-3,3'-diyl)bis(azanediyl))bis(carbonyl))bis(4-cyclopropylpyridine-6,3-diyl))bis(methylene))bis(azanediyl))dimalonic acid